6-HYDROXY-INDOLE OC1=CC=C2C=CNC2=C1